FC(S(=O)(=O)OC1=C(C=C(C=C1C=O)C1=NC(=CC=C1N[C@H](C)C=1C=C(C=C2C(C(=C(OC12)N1CCC(CC1)(C)C)C)=O)C)Cl)F)(F)F (R)-4-(6-chloro-3-((1-(2-(4,4-dimethylpiperidin-1-yl)-3,6-dimethyl-4-oxo-4H-chromen-8-yl)ethyl)amino)pyridin-2-yl)-2-fluoro-6-formylphenyl trifluoromethanesulfonate